C1(=CC=CC=C1)C(CSC1=CC=CC=C1)=O 1-phenyl-2-(phenylthio)ethanone